CC1=C(SC(=C1C)C(NCCNC([C@@H](NC([C@@H](NC([C@@H](NC(OC(C)(C)C)=O)C(C)C)=O)C(C)C)=O)C(C)C)=O)=O)NC(C(CC)C1=CC=C(C=C1)F)=O Methyl-2-(2-(4-fluorophenyl)butanamido)-4-methyl-5-(((6S,9S,12S)-6,9,12-triisopropyl-2,2-dimethyl-4,7,10,13-tetraoxo-3-oxa-5,8,11,14-tetraazahexadecan-16-yl)carbamoyl)thiophene